[N+](#[C-])C1=C(C=C(C=C1)[N+](=O)[O-])C(F)(F)F 2-ISOCYANO-5-NITRO-BENZOTRIFLUORIDE